N-(3-((2R,3R,5S)-6-amino-3,5-difluoro-2,5-dimethyl-2,3,4,5-tetrahydropyridin-2-yl)-4-fluorophenyl)-5-(methoxy-d3)picolinamide NC=1[C@@](C[C@H]([C@@](N1)(C)C=1C=C(C=CC1F)NC(C1=NC=C(C=C1)OC([2H])([2H])[2H])=O)F)(C)F